1-{[2-(Trimethylsilyl)ethoxy]methyl}-1H-1,2,4-triazole C[Si](CCOCN1N=CN=C1)(C)C